C(C)N1CCN(CC1)CC=1C=CC(=NC1)NC1=NC=C(C(=N1)C1=C(C2=NNC(=C2S1)C(C)C)C)F N-(5-((4-Ethylpiperazin-1-yl)methyl)pyridin-2-yl)-5-fluoro-4-(3-isopropyl-6-methyl-2H-thieno[3,2-c]pyrazol-5-yl)pyrimidin-2-amine